(3R)-N-[4-(3-Cyanophenyl)-5-(2,6-dimethyl-4-pyridyl)thiazol-2-yl]-3-(1-hydroxy-1-methyl-ethyl)pyrrolidin-1-carboxamid C(#N)C=1C=C(C=CC1)C=1N=C(SC1C1=CC(=NC(=C1)C)C)NC(=O)N1C[C@@H](CC1)C(C)(C)O